FC1(CN(CC1)C1=NC=CC(=C1C=1NC2=C(N1)COCC2)C=2C=C1C=NNC1=CC2)F 2-(2-(3,3-difluoropyrrolidin-1-yl)-4-(1H-indazol-5-yl)pyridin-3-yl)-1,4,6,7-tetrahydropyrano[3,4-d]imidazole